N-isopropylcarbamic acid (1-aminothioformyl-4-bicyclo[2.2.2]octyl) ester NC(=S)C12CCC(CC1)(CC2)OC(NC(C)C)=O